phenyl-2,4,6-trimethylbenzoylphosphine C1(=CC=CC=C1)PC(C1=C(C=C(C=C1C)C)C)=O